(E)-1,1,1,4,4,4-HEXAFLUORO-2-BUTENE FC(\C=C\C(F)(F)F)(F)F